FC1=CC=C(C=C1)NC(=O)C1(CCC1)C=1C=C2CCCN(C2=CC1)C1=NC=CC=C1 N-(4-fluorophenyl)-1-[1-(pyridin-2-yl)-1,2,3,4-tetrahydroquinolin-6-yl]cyclobutane-1-carboxamide